O1CCC(=CC1)C=1N=CC2=C(N1)SC(=N2)N 5-(3,6-dihydro-2H-pyran-4-yl)-[1,3]thiazolo[5,4-d]pyrimidin-2-amine